C(CCCCCCC\C=C/C\C=C/CCCCC)(=O)OCC(COC(CCC(OCCCCCCCC)OCCCCCCCC)=O)COC(NCCCN1CCC(CC1)O)=O 3-((4,4-bis(octyloxy) butanoyl)oxy)-2-((((3-(4-hydroxypiperidin-1-yl)propyl)carbamoyl) oxy)methyl)propyl (9Z,12Z)-octadeca-9,12-dienoate